C(C1=CC=CC=C1)OC=1C=C2C=NC(C2=CC1)=O 5-(Benzyloxy)isoindol-1-one